N,N'-di(2-hydroxybenzyl)-ethylenediamine OC1=C(CNCCNCC2=C(C=CC=C2)O)C=CC=C1